5-(2-hydroxyethyl)-4-methyl-thiazole OCCC1=C(N=CS1)C